2-cyanoethyl (1-(4-vinylpyrimidin-2-yl)piperidin-4-yl) diisopropylphosphoramidite C(C)(C)N(P(OCCC#N)OC1CCN(CC1)C1=NC=CC(=N1)C=C)C(C)C